N=1N=CN(C1)C1=CC(=C2C=NNC2=C1)NC(CCNC(CCN(C(OC(C)(C)C)=O)CC1=CC(=C(C=C1)OC(F)(F)F)Cl)=O)=O tert-Butyl (3-((3-((6-(4H-1,2,4-triazol-4-yl)-1H-indazol-4-yl)amino)-3-oxopropyl)amino)-3-oxopropyl)(3-chloro-4-(trifluoromethoxy)benzyl)carbamate